ClC1=NC(=CC=C1C(=O)O)Cl 2,6-dichloro-3-pyridinecarboxylic acid